CC1=NOC(=C1CNC1=NC=CC(=N1)C1=NC=CC=C1)C1=CC=C(C=N1)O[C@@H]1C[C@H](CC1)C(=O)O trans-3-((6-(3-methyl-4-(((4-(pyridin-2-yl)pyrimidin-2-yl)amino)methyl)isoxazol-5-yl)pyridin-3-yl)oxy)cyclopentane-1-carboxylic acid